1-Methyl-4-((4-(4,4,5,5-tetramethyl-1,3,2-dioxaborolan-2-yl)-3-(trifluoromethyl)phenyl)sulfonyl)piperazine CN1CCN(CC1)S(=O)(=O)C1=CC(=C(C=C1)B1OC(C(O1)(C)C)(C)C)C(F)(F)F